4-[5-(3,5-dichlorophenyl)-5-(trifluoromethyl)-4H-isoxazol-3-yl]-2-methyl-N-(1-oxothien-3-yl)benzamide ClC=1C=C(C=C(C1)Cl)C1(CC(=NO1)C1=CC(=C(C(=O)NC2=CS(C=C2)=O)C=C1)C)C(F)(F)F